ClC=1C=C(C=CC1)NC(CC1CCC(CC1)C(=O)OC)=O Methyl 4-(2-((3-Chlorophenyl)amino)-2-oxoethyl)cyclohexane-1-carboxylate